C1(CC1)C(=O)N1CC(CC1)C1=NC2=CC=C(C3=C2N1[C@H](CO3)C3=NC=CC=C3)C=3C(=NOC3C)C (4S)-2-[1-(cyclopropylcarbonyl)pyrrolidin-3-yl]-7-(3,5-dimethylisoxazol-4-yl)-4-pyridin-2-yl-4,5-dihydroimidazo[1,5,4-de][1,4]benzoxazine